4,5-bis(benzyloxy)cyclohex-1-ene C(C1=CC=CC=C1)OC1CC=CCC1OCC1=CC=CC=C1